CC1(CC=C(CC1)CCCC(C)C)C=O 1-Methyl-4-(4-Methylpentyl)-3-Cyclohexenecarbaldehyde